ClC=1C=C(C=CC1C=1C=C2C=NN(C2=CC1)C1=CC(=C(C=C1)F)OC)NC(OC(C)(C)C)=O tert-Butyl (3-chloro-4-(1-(4-fluoro-3-methoxyphenyl)-1H-indazol-5-yl)phenyl)carbamate